CC/C=C\\C[C@@H](/C=C\\C=C\\C=C\\[C@@H](C/C=C\\C/C=C\\CCC(=O)O)O)O The molecule is a dihydroxydocosahexaenoic acid that is (4Z,7Z,11E,13E,15Z,19Z)-docosahexaenoic acid in which the two hydroxy substituents are located at positions 10 and 17 (the 10R,17S-stereoisomer). Protectin D1 is one of the specialised proresolving mediators. When produced in neural tissues, it is called neuroprotectin D1 It has a role as an anti-inflammatory agent, a neuroprotective agent, a PPARgamma agonist, an apoptosis inhibitor, a hepatoprotective agent, a human xenobiotic metabolite and a specialised pro-resolving mediator. It is a dihydroxydocosahexaenoic acid and a secondary allylic alcohol.